NCCC(CO)C1=CC(=CC=C1)OCC1CCCCC1 4-amino-2-(3-(cyclohexylmethoxy)phenyl)butan-1-ol